FC=1C(=CC(=NC1)OC)C1=NNC(=C1)C(=O)N1C2(CC2)C[C@H](CC1)C(=O)NC[C@@H]1CC2=CNN=C2CC1 (S)-4-(3-(5-fluoro-2-methoxypyridin-4-yl)-1H-pyrazole-5-carbonyl)-N-(((S)-4,5,6,7-tetrahydro-2H-indazol-5-yl)methyl)-4-azaspiro[2.5]octane-7-carboxamide